SCCCCO[Si](OCC)(OCC)C1=CC=CC=C1 2-mercaptoethylphenyl-triethoxysilane